tert-butyl (5-(hydroxymethyl)-1-methyl-1H-pyrazol-3-yl)carbamate OCC1=CC(=NN1C)NC(OC(C)(C)C)=O